(S)-8-(Difluoromethoxy)-8'-fluoro-6-(trifluoromethyl)-3H-spiro[imidazo[1,2-a]pyridin-2,4'-thiochroman] FC(OC=1C=2N(C=C(C1)C(F)(F)F)C[C@@]1(CCSC3=C(C=CC=C13)F)N2)F